((5-carbamoyl-6-((2-fluoro-4-iodophenyl)amino)-1-methyl-2-oxo-1,2-dihydropyridin-4-yl)oxy)-N,N-dimethylindole-1-carboxamide C(N)(=O)C=1C(=CC(N(C1NC1=C(C=C(C=C1)I)F)C)=O)OC=1N(C2=CC=CC=C2C1)C(=O)N(C)C